(R)-1-(1-acryloylpyrrolidin-3-yl)-4-amino-N-(5-(4-chlorophenyl)benzo[d]oxazol-2-yl)-1H-pyrazolo[3,4-d]pyrimidine-3-carboxamide C(C=C)(=O)N1C[C@@H](CC1)N1N=C(C=2C1=NC=NC2N)C(=O)NC=2OC1=C(N2)C=C(C=C1)C1=CC=C(C=C1)Cl